COC=1C=C(C=CC1OC)C=1N=C2N(C=CN=C2)C1NC1=CC=C(C=C1)C(=O)N1CCCCC1 [4-[[2-(3,4-dimethoxy-phenyl)imidazo[1,2-a]pyrazin-3-yl]amino]phenyl]-piperidin-1-ylmethanone